C1(=CC=CC=C1)C1=CC(=NC=C1C#N)C=1SC=CN1 4-phenyl-6-(thiazol-2-yl)nicotinonitrile